C1(CCCCC1)OC1=CC=C(C=C1)N1N=C(C(C1=O)C(=O)NC1=CC(=CC=C1)C(C)(F)F)C 1-[4-(cyclohexoxy)phenyl]-N-[3-(1,1-difluoroethyl)phenyl]-3-methyl-5-oxo-4H-pyrazole-4-carboxamide